CN(C=1C(=CC(=C(C(=O)O)C1)[N+](=O)[O-])Br)C 5-(dimethylamino)-4-bromo-2-nitrobenzoic acid